CC1=C(C=CC=C1)N=NC1=C(C(=CC(=C1)C)C(C)(C)C)O 2-methyl-2'-hydroxyl-3'-tert-butyl-5'-methyl-azobenzene